C1(=CC=CC=C1)C(C(=O)OCC(C(OC(C1=CC=CC=C1)=O)C1=CC=CC=C1)N)=O 2-amino-1-phenyl-1,3-propanediol benzoate phenylglyoxylate